Cl.ClC1=CC=C2C(CN(C2=C1)C(CN1[C@H](CN[C@@H](C1)C)CO)=O)(C)C 1-(6-Chloro-3,3-dimethyl-2,3-dihydro-indol-1-yl)-2-((2R,5R)-2-hydroxymethyl-5-methyl-piperazin-1-yl)-ethanone hydrochloride salt